ClC1=CC=C(C=C1)C=1C(CCN(N1)C(=O)NS(=O)(=O)N1CCCCC1)C1=CC=CC=C1 6-(4-chlorophenyl)-5-phenyl-N-(1-piperidylsulfonyl)-4,5-dihydro-3H-pyridazine-2-carboxamide